OC(CC1C(CCCC)O1)C.C1(O)=CC(O)=CC(O)=C1 phloroglucinol compound with 2-hydroxypropyl-epoxyhexane